BrC1=CN(C=2C1=NC=CC2)C(=O)OC(C)(C)C tert-butyl 3-bromo-1H-pyrrolo[3,2-b]pyridine-1-carboxylate